5-(4-phenyl-3,4-dihydro-1H-benzo[4,5]imidazo[2,1-c][1,4]oxazin-7-yl)pyrimidine-2-carbonitrile C1(=CC=CC=C1)C1N2C(COC1)=NC1=C2C=C(C=C1)C=1C=NC(=NC1)C#N